C(CCCCCCCCCCC)(=O)NCCCC[C@H](N)C(=O)O Nε-lauroyllysine